Lithium oct-1,3,5-trien C=CC=CC=CCC.[Li]